F[C@H]1[C@H](C1)C(=O)NC1=NC=C2C=C(C(N(C2=C1)C)=O)C=1C=NC(=CC1C)[C@H](CCCF)O (1R,2R)-2-fluoro-N-(3-{6-[(1S)-4-fluoro-1-hydroxybutyl]-4-methylpyridin-3-yl}-1-methyl-2-oxo-1,6-naphthyridin-7-yl)cyclopropane-1-carboxamide